C(C)(C)N1N=CC=2C1=NC(=CC2)NC2=NC=C(C(=C2)N[C@@H]2CNCC2)C2=NN(C=C2)CC(F)(F)F (S)-N2-(1-Isopropyl-1H-pyrazolo[3,4-b]pyridin-6-yl)-N4-(pyrrolidin-3-yl)-5-(1-(2,2,2-trifluoroethyl)-1H-pyrazol-3-yl)pyridine-2,4-diamine